Methyl 2-(2-(difluoromethyl)-5-methoxypyridin-4-yl)-4-(5-methyl-1,3,4-oxadiazol-2-yl)benzoate FC(C1=NC=C(C(=C1)C1=C(C(=O)OC)C=CC(=C1)C=1OC(=NN1)C)OC)F